C(CC(C)CCCC(C)CCCC(C)CCCC(C)C)(=O)OC[C@@H](OC(CC(C)CCCC(C)CCCC(C)CCCC(C)C)=O)COP(=O)(O)OCC[N+](C)(C)C 1,2-di-O-phytanoyl-sn-glycero-3-phosphorylcholine